N-((5-fluoro-6-(thiazol-4-ylmethoxy)-1H-indol-2-yl)methyl)-1-methylcyclobutane-1-carboxamide FC=1C=C2C=C(NC2=CC1OCC=1N=CSC1)CNC(=O)C1(CCC1)C